FC(C(=O)[O-])(F)F.C(#N)C1=C(C=C(OC[NH+]2CC(C2)CO)C=C1)F ((4-cyano-3-fluorophenoxy)methyl)-3-(hydroxymethyl)azetidin-1-ium trifluoroacetate